N-stearyl-amid oleate C(CCCCCCC\C=C/CCCCCCCC)(=O)[O-].C(CCCCCCCCCCCCCCCCC)[NH-]